C(C)CC(=O)OOCC 2-ethoxy ethylacetate